6-amino-2-naphthoic acid NC=1C=C2C=CC(=CC2=CC1)C(=O)O